OC(CCOC1=C(C=CC=C1)[N+](=O)[O-])O dihydroxypropyloxy-2-nitrobenzene